2-cyanoethyl (2-((2-(dimethoxyphosphoryl) ethyl-2,2-d2) thio) ethyl-1,1-d2)Diisopropylphosphoramidite COP(=O)(OC)C(CSCC([2H])([2H])C(C)(C)N(P(OCCC#N)[O-])C(C)C)([2H])[2H]